C1(=CC=CC=C1)[SiH](CC([SiH](C1=CC(=CC(=C1)C)C)C1=CC(=CC(=C1)C)C)C1=CC=CC=C1)C1=CC=CC=C1 2-(diphenylsilyl)-1-[bis(3,5-dimethylphenyl)silyl]ethylbenzene